COC=1C=C(N)C=CC1N1N=C(C=2C=NC(=CC21)C=2C=NN1C2N=CC=C1)C 3-methoxy-4-(3-methyl-6-(pyrazolo[1,5-a]pyrimidin-3-yl)-1H-pyrazolo[4,3-c]pyridin-1-yl)aniline